(4-(bromomethyl)phenyl)-2-methylpropanoic acid methyl ester COC(C(C)(C)C1=CC=C(C=C1)CBr)=O